ClC1=NC=C2C(=N1)NN=C2I 6-Chloro-3-iodo-1H-pyrazolo[3,4-d]pyrimidine